(S)-4'-(2-oxo-3-(pyrrolidin-3-yl)-6-(trifluoromethyl)-2,3-dihydro-1H-imidazo[4,5-b]pyridin-1-yl)-[1,1'-biphenyl]-4-carboxylic acid methyl ester hydrochloride Cl.COC(=O)C1=CC=C(C=C1)C1=CC=C(C=C1)N1C(N(C2=NC=C(C=C21)C(F)(F)F)[C@@H]2CNCC2)=O